COC1=CC(=CC2=C1NC=N2)C(=O)N 7-Methoxy-1H-benzo[d]imidazole-5-amide